ClC1=CC=C(C(=N1)C=1C=NN(C1)C)NC(C)C=1C=2C3=C(N(C(C2C=C(C1)C)=O)C)N(N=C3)C3CCN(CC3)C(CN(C)C)=O 9-(1-((6-chloro-2-(1-methyl-1H-pyrazol-4-yl)pyridin-3-yl)amino)ethyl)-3-(1-(dimethylglycyl)piperidin-4-yl)-4,7-dimethyl-3,4-dihydro-5H-pyrazolo[3,4-c]isoquinolin-5-one